C(C1=CC=CC=C1)SC=1C=C(C=C(C1)Br)CC(=O)OC methyl 2-(3-(benzylthio)-5-bromophenyl)acetate